4-(4-cyano-2,3-dihydrobenzofuran-7-yl)-5-cyclopropyloxy-2,8-dimethyl-1,4-dihydro-1,6-naphthyridine-3-carboxylic acid benzyl ester C(C1=CC=CC=C1)OC(=O)C1=C(NC2=C(C=NC(=C2C1C1=CC=C(C=2CCOC21)C#N)OC2CC2)C)C